C1(CC1)C1=CC=C(C=C1)N1C(C(=CC2=CC=C(C=C12)C(F)(F)F)C(=O)[O-])=O 1-(4-cyclopropylphenyl)-2-oxo-7-(trifluoromethyl)-1,2-dihydroquinoline-3-carboxylate